C(CCCC)C1CCCCC1 pentyl-cyclohexane